[Si](C)(C)(C(C)(C)C)OC1CCC(CC1)C(=O)N(C1=NC=CC(=C1)C=1C=NN(C1)C(C)(C)CC)CC12CCC(CC1)(CC2)C2=CC(=C(C=C2)OC)C 4-((tert-Butyldimethylsilyl)oxy)-N-((4-(4-methoxy-3-methylphenyl)bicyclo[2.2.2]octan-1-yl)methyl)-N-(4-(1-(tert-pentyl)-1H-pyrazol-4-yl)pyridin-2-yl)cyclohexanecarboxamide